CN(CCC1=CN(C2=CC=C(C=C12)OC)C(=O)OC(C(C)C)Cl)C 1-Chloro-2-methylpropyl 3-(2-(dimethylamino) ethyl)-5-methoxy-1H-indole-1-carboxylate